CC(CCCC=CCC)C(=O)O Non-6-ene-2-carboxylic acid